sodium (S)-3-(3-(1,5-dimethyl-4-oxido-2-oxo-1,2-dihydropyridin-3-yl)ureido)-3-(1-phenyl-1H-pyrrol-2-yl)propanoate CN1C(C(=C(C(=C1)C)[O-])NC(N[C@@H](CC(=O)[O-])C=1N(C=CC1)C1=CC=CC=C1)=O)=O.[Na+].[Na+]